6-Bromo-2-(4-{4-[(6-methylpyridin-2-yl)methyl]piperazin-1-yl}phenyl)-N-[(3S)-1-methylpyrrolidin-3-yl]-3H-imidazo[4,5-b]pyridin-7-amine BrC=1C(=C2C(=NC1)NC(=N2)C2=CC=C(C=C2)N2CCN(CC2)CC2=NC(=CC=C2)C)N[C@@H]2CN(CC2)C